(R)-1-((2'-chloro-5-(trifluoromethyl)-[1,1'-biphenyl]-2-yl)sulfonyl)-4-fluoroazepane-4-carboxylic acid ClC1=C(C=CC=C1)C1=C(C=CC(=C1)C(F)(F)F)S(=O)(=O)N1CC[C@](CCC1)(C(=O)O)F